C(=O)O.ClC1=C(C(=O)N2CCN(CC2)C(=O)N[C@@H]2CNCC2)C=CC(=C1)NC=1C=2N(C=CN1)C(=CN2)C=2C(=NN(C2)CCOC)C(F)(F)F 4-[2-chloro-4-[[3-[1-(2-methoxyethyl)-3-(trifluoromethyl)pyrazol-4-yl]imidazo[1,2-a]pyrazin-8-yl]amino]benzoyl]-N-[(3S)-pyrrolidin-3-yl]piperazine-1-carboxamide formate